C(C1=CC(C(=O)[O-])=CC(C(=O)[O-])=C1)(=O)[O-].[K+].[K+].[K+] potassium trimesate